C(CC)C1=CC=C(S1)C=O 5-propylthiophene-2-aldehyde